3-(4,5-dimethylthiazol-2-yl)-5-(3-carboxy-methoxyphenyl)-2-(4-sulfophenyl)-2H-tetrazole CC=1N=C(SC1C)N1N(NC(=N1)C1=C(C(=CC=C1)C(=O)O)OC)C1=CC=C(C=C1)S(=O)(=O)O